C(#C)C=1SC=C(N1)C(=O)NCCC1=CC=C(C=C1)C1=C2CNC(C2=CC=C1)=O 2-Ethynyl-N-(4-(1-oxoisoindolin-4-yl)phenethyl)thiazole-4-carboxamide